C(#N)CC(=N)NC 2-cyano-N1-methyl-acetamidine